bicyclo[2.1.0]pentane-2-carboxylic acid C12C(CC2C1)C(=O)O